8-Bromo-3-ethyl-1-(4-methoxybenzyl)-1H-pyrimido[4,5,6-de]quinazolin-2(3H)-one BrC1=CC=2C3=C(N(C(N(C3=C1)CC1=CC=C(C=C1)OC)=O)CC)N=CN2